Cl.N[C@@H]1[C@@H](CCC1)O (1R,2S)-2-amino-cyclopentanol hydrochloride